FC1=CC=C2C=CC=C(C2=C1)CC(=O)O 2-(7-fluoronaphthalen-1-yl)acetic acid